CC1=NN(C=C1)[C@H](CNS(=O)(=O)C)CO[C@@H]1CC[C@@H](CC1)C1=CC=CC=C1 |o1:6| (R or S)-N-[2-(3-methyl-1H-pyrazol-1-yl)-3-{[(CIS)-4-phenylcyclohexyl]oxy}propyl]methane-sulfonamide